IC1=C(C=CC2=C1C=CC(O2)=O)N 5-iodo-6-aminobenzopyrone